NC([C@H](C(C)(C)C)NC(=O)C1=NN(C2=CC=CC=C12)CCCC=C)=O (S)-N-(1-amino-3,3-dimethyl-1-oxobutan-2-yl)-1-(pent-4-en-1-yl)-1H-indazole-3-carboxamide